C1(CC1)C(=O)NC1=NC=C(C(=N1)NC1=C(C(=CC=C1)C1=NN(C=N1)C)OC)C(=O)NC([2H])([2H])[2H] 2-(Cyclopropanecarboxamido)-4-((2-methoxy-3-(1-methyl-1H-1,2,4-triazol-3-yl)phenyl)amino)-N-(methyl-d3)Pyrimidine-5-carboxamide